BrC=1C=CC=C2/C(/C(NC12)=O)=C/1\C(N(/C(/S1)=N/C1=CC=C(C=C1)S(=O)(=O)N)C1CC1)=O 4-(((Z)-5-((Z)-7-bromo-2-oxoindoline-3-ylidene)-3-cyclopropyl-4-oxothiazolidin-2-ylidene)amino)benzenesulphonamide